1-(4-HYDROXY-3-METHOXYPHENYL)DECAN-3-ONE OC1=C(C=C(C=C1)CCC(CCCCCCC)=O)OC